tert-butyl (R)-ethyl(6-(N-ethyl-N-(2,2,2-trifluoro-1-(4-fluorophenyl)ethyl)sulfamoyl)benzo[d]thiazol-2-yl)carbamate C(C)N(C(OC(C)(C)C)=O)C=1SC2=C(N1)C=CC(=C2)S(N([C@@H](C(F)(F)F)C2=CC=C(C=C2)F)CC)(=O)=O